N-(2-carboxyethyl)-propionamide C(=O)(O)CCNC(CC)=O